C(C=CC=CC=CCCCCCCCCCCCCC)(=O)OCCCCCCCCCCCCCCCCCC Stearyl eicosatrienoate